FC1=C(C(=C(C=C1OC)OC)F)[C@H]1CCCC2=C(NN=C2C2=NNC=C2[N+](=O)[O-])C1 (S)-7-(2,6-difluoro-3,5-dimethoxyphenyl)-3-(4-nitro-1H-pyrazol-3-yl)-1,4,5,6,7,8-hexahydrocyclohepta[C]pyrazole